tetraglycidyl-4,4'-methylenedianiline C(C1CO1)N(C1=CC=C(C=C1)CC1=CC=C(N(CC2CO2)CC2CO2)C=C1)CC1CO1